CC1=C(C(=O)NC2=C(C=CC=C2)C)C=CC(=C1)S(N[C@H](C)C1CCN(CC1)C)(=O)=O (R)-2-methyl-4-(N-(1-(1-methyl-piperidin-4-yl)ethyl)sulfamoyl)-N-(o-tolyl)benzamide